ClC=1C=C(C=CC1)[C@@H](C(=O)N1[C@@H]2CC([C@H]([C@H]1C(=O)N[C@@H](C[C@@H]1C(NCC1)=O)C#N)CC2)(F)F)O (1S,3S,4S)-2-((S)-2-(3-chlorophenyl)-2-hydroxyacetyl)-N-((S)-1-cyano-2-((R)-2-oxopyrrolidin-3-yl)ethyl)-5,5-difluoro-2-azabicyclo[2.2.2]octane-3-carboxamide